N1C=NC2=C1C=C(C=C2)CN(C2=CC(=NC=C2)CN2C(CNCC2)=O)CC2=CC(=CC=C2)OC 1-((4-(((1H-benzo[d]imidazol-6-yl)methyl)(3-methoxybenzyl)amino)pyridin-2-yl)methyl)piperazin-2-one